N\C(\C1COC1)=N/OC(/C=C/C(=O)OCC)=O (E)-ethyl 4-(((Z)-(amino(oxetan-3-yl)methylene)amino)oxy)-4-oxobut-2-enoate